CC=1C=CC=2N(C3=CC=CC=C3C2C1)C1=CC=C(C=C1)C1=CC(=C(C(=N1)N1C2=CC=CC=C2C=2C=C(C=CC12)C#N)N1C2=CC=CC=C2C=2C=C(C=CC12)C#N)C1=C(C=CC=C1)C1=NC(=CC=C1)C1=CC=CC=C1 9,9'-(6-(4-(3-methyl-9H-carbazol-9-yl)phenyl)-4-(2-(6-phenylpyridin-2-yl)phenyl)pyridine-2,3-diyl)bis(9H-carbazole-3-carbonitrile)